FC(C(=O)O)C[C@@H](C)[C@H]1CC[C@H]2[C@@H]3[C@@H](C[C@@H]4C[C@H](CC[C@]4(C)[C@H]3CC[C@]12C)O)O fluoro-3β,7α-dihydroxy-5β-cholanic acid